CSC1=CC=C(CO)C=C1 4-(methylthio)benzyl alcohol